FC1(CN(C1)C=1C=NNC(C1C(F)(F)F)=O)F (R)-3,3-difluoro-1-(6-oxo-5-(trifluoromethyl)-1,6-dihydropyridazin-4-yl)azetidin